N-[2-[2-(3-Amino-3-oxo-propyl)-2-(2-chloroacetyl)hydrazino]-1-(cyclohexylmethyl)-2-oxo-ethyl]-1H-indole-2-carboxamide NC(CCN(NC(C(CC1CCCCC1)NC(=O)C=1NC2=CC=CC=C2C1)=O)C(CCl)=O)=O